C(CCC)[S+](CC[C@@H](NC(CCCCCCCCCCCCCCCCC)=O)C(=O)O)C S-butyl-N-octadecanoyl-D-methionine